3-[(2,5-dichlorophenyl)sulfanyl]-N-hydroxypyridine-4-carboximidamide ClC1=C(C=C(C=C1)Cl)SC=1C=NC=CC1C(NO)=N